N-(3-(5-(2-((2,2-Dioxido-2-thiaspiro[3.3]heptan-6-yl)amino)pyrimidin-4-yl)-2-morpholinothiazol-4-yl)-2-fluorophenyl)-2,6-difluorobenzenesulfonamide O=S1(CC2(C1)CC(C2)NC2=NC=CC(=N2)C2=C(N=C(S2)N2CCOCC2)C=2C(=C(C=CC2)NS(=O)(=O)C2=C(C=CC=C2F)F)F)=O